2-(8-formyl-7-hydroxy-2-methyl-4-oxo-4H-chromen-3-yl)-N-(2-morpholinoethyl)acetamide C(=O)C=1C(=CC=C2C(C(=C(OC12)C)CC(=O)NCCN1CCOCC1)=O)O